2-(4-cyclopropyl-6-methoxypyrimidin-5-yl)-4-methylpyrido[2,3-d]pyrimidin-7-one C1(CC1)C1=NC=NC(=C1C=1N=C(C=2C(N1)=NC(CC2)=O)C)OC